4-(4-((2,6-Difluorophenyl)ethynyl)phenyl)morpholine FC1=C(C(=CC=C1)F)C#CC1=CC=C(C=C1)N1CCOCC1